C(CC)(=O)C(O)(C[N+](C)(C)C)CC([O-])=O Propionyl-Carnitin